ClC=1C=C(C=C(C1OC=1N=NC(=C(C1)C(C)(C)O)OC)Cl)/N=C/N(C)C (E)-N'-(3,5-dichloro-4-[[5-(2-hydroxypropan-2-yl)-6-meth-oxypyridazin-3-yl]oxy]phenyl)-N,N-dimethyl-methanimidamide